xylenoxyethanol C1(C(C=CC=C1)C)(C)OC(C)O